N'-(5-bromo-6-(((4-chlorophenyl)(oxo)(propyl)-λ6-sulfaneylidene)amino)-2-methylpyridin-3-yl)-N-ethyl-N-methylformimidamide BrC=1C=C(C(=NC1N=S(CCC)(=O)C1=CC=C(C=C1)Cl)C)N=CN(C)CC